C(C)(C)(C)[S@](=O)N[C@](C(=O)OC(C)C)(CC(C)(C)C)C1=C(C=C(C=C1)OC)F isopropyl (R)-2-(((S)-tert-butylsulfinyl)amino)-2-(2-fluoro-4-methoxyphenyl)-4,4-dimethylpentanoate